BrC1=CC(=NC=C1)CNC(C(=O)OC)=O methyl 2-[(4-bromo-2-pyridyl)methylamino]-2-oxo-acetate